3-(trifluoromethyl)phenyl-trimethyl-ammonium FC(C=1C=C(C=CC1)[N+](C)(C)C)(F)F